Bis(((Z)-dec-4-en-1-yl)oxy)(methyl)silane C(CC\C=C/CCCCC)O[SiH](C)OCCC\C=C/CCCCC